S1C2=C(C=C1)C(=CC=C2)N2CCN(CC2)CCCCOC2=CC=C1CCC(N(C1=C2)COC(=O)C=2OC=CC2)=O Furan-2-carboxylic acid 7-[4-(4-benzo[b]thiophen-4-ylpiperazin-1-yl)butoxy]-2-oxo-3,4-dihydro-2H-quinolin-1-ylmethyl ester